(S)-(5-(3-((tert-butoxycarbonyl)amino)-3-methylpyrrolidin-1-yl)pyridin-3-yl)boronic acid C(C)(C)(C)OC(=O)N[C@@]1(CN(CC1)C=1C=C(C=NC1)B(O)O)C